1,1-diphenyl-3,3,5,5-tetramethyltrisiloxane C1(=CC=CC=C1)[SiH](O[Si](O[SiH](C)C)(C)C)C1=CC=CC=C1